tert-butyl 7-hydroxy-7-(4-(trifluoromethyl)phenyl)-2-azaspiro[4.4]nonane-2-carboxylate OC1(CC2(CCN(C2)C(=O)OC(C)(C)C)CC1)C1=CC=C(C=C1)C(F)(F)F